[O-]P(=O)([O-])OP(=O)([O-])[O-].[Na+].[Na+].[Na+].[Na+] The molecule is an inorganic sodium salt comprised of a diphosphate(4-) anion and four sodium(1+) cations. More commonly known as tetrasodium pyrophosphate, it finds much use in the food industry as an emulsifier and in dental hygiene as a calcium-chelating salt. It has a role as a food emulsifier and a chelator. It contains a diphosphate(4-).